6-chloro-1-(1-(4-(1-isopropyl-4-(trifluoromethyl)-1H-imidazol-2-yl)phenyl)cyclopropyl)-1H-pyrazolo[3,4-d]pyrimidine ClC1=NC=C2C(=N1)N(N=C2)C2(CC2)C2=CC=C(C=C2)C=2N(C=C(N2)C(F)(F)F)C(C)C